3-bromo-5-methyl-1-tosyl-1H-pyrrolo[2,3-b]pyridine BrC1=CN(C2=NC=C(C=C21)C)S(=O)(=O)C2=CC=C(C)C=C2